Perfluorotriethylamine FC(C(F)(F)F)(N(C(C(F)(F)F)(F)F)C(C(F)(F)F)(F)F)F